Methyl 2-(1-ethyl-1H-pyrazol-4-yl)-5-nitrobenzoate C(C)N1N=CC(=C1)C1=C(C(=O)OC)C=C(C=C1)[N+](=O)[O-]